C1(=CC=CC=C1)N1C[C@@H](CC1)C(=O)N1CC(C1)C=1C=NC=CC1 |r| (±)-trans-phenyl-3-{[3-(pyridin-3-yl)azetidin-1-yl]Carbonyl}pyrrolidine